NC1CCC(CC1)CCO 4-Aminocyclohexaneethanol